C(C1=CC=CC=C1)[C@H]1N(C(SC1)=S)C(C)=O (R)-1-(4-benzyl-2-thioxothiazolidin-3-yl)ethanone